C(#N)C=1C=NN(C1)CCN[C@H](C(=O)NC1=NC=C(C=C1)C=1C=NN(C1)C)C1=CC=CC=C1 |r| (S)- and (R)-2-((2-(4-cyano-1H-pyrazol-1-yl)ethyl)amino)-N-(5-(1-methyl-1H-pyrazol-4-yl)pyridin-2-yl)-2-phenylacetamide